C(C)(=O)OCC=COC1CCCCC1 (cyclohexyloxy)-allyl acetate